5-((5-(3-(morpholin-2-ylmethoxy)naphthalen-2-yl)-1H-pyrazol-3-yl)amino)pyrazine-2-carbonitrile N1CC(OCC1)COC=1C(=CC2=CC=CC=C2C1)C1=CC(=NN1)NC=1N=CC(=NC1)C#N